C(C)(C)(C)C=1C=C(C=C(C1O)C(C)(C)C)CCC(=O)NC1=CC=C(C=C1)C=C 3-(3,5-di-tertiary butyl-4-hydroxy-phenyl)-N-(4-vinyl-phenyl)propanamide